C(C)OC(=O)C1=C(C2=C(CCC3=CN(N=C23)CC2=NC=CC=C2)O1)C 8-Methyl-2-[(pyridin-2-yl)methyl]-4,5-dihydro-2H-furo[2,3-g]indazole-7-carboxylic acid ethyl ester